2-carbamoyl-6-fluorophenyl-boronic acid pinacol ester C(N)(=O)C1=C(C(=CC=C1)F)B1OC(C)(C)C(C)(C)O1